C1C2=C(OCC1)C=CC1=CC=CC=C12 1,2-Dihydro-3H-naphtho[2,1-b]pyran